rel-3-(methoxymethyl)-1-methyl-N-(5-((1R,3S)-3-((6-(trifluoromethyl)pyridazin-3-yl)oxy)cyclopentyl)-1H-pyrazol-3-yl)-1H-pyrazole-5-carboxamide COCC1=NN(C(=C1)C(=O)NC1=NNC(=C1)[C@H]1C[C@H](CC1)OC=1N=NC(=CC1)C(F)(F)F)C |o1:16,18|